C(C)(C)(C)OC(=O)N1[C@H](COCC1)CC(=O)O 2-[(3S)-4-t-butoxycarbonylmorpholin-3-yl]acetic acid